CN1C2=C(OC[C@@H](C1=O)NC(=O)C1=NN3C(CCC[C@@H]3C(F)(F)F)=N1)C=CC=C2 (R)-N-((S)-5-methyl-4-oxo-2,3,4,5-tetrahydro-benzo[b][1,4]oxazepin-3-yl)-5-(trifluoromethyl)-5,6,7,8-tetrahydro-[1,2,4]triazolo[1,5-a]pyridine-2-carboxamide